(R)-4-(7-Cyclohexyl-1-(hydroxymethyl)-1,2-dihydronaphtho[2,1-b]furan-1-yl)phenol C1(CCCCC1)C=1C=C2C=CC=3OC[C@](C3C2=CC1)(CO)C1=CC=C(C=C1)O